S(N)(=O)(=O)C1=C(C=CC=C1)NC(C=C)=O N-(sulfamylphenyl)acrylamide